FC(C1=CC=2CC(C3=CC=CC=C3C2C=C1)=O)(F)F 2-trifluoromethylphenanthrone